C(C)(C)(C)OC(=O)NC=1SC(=C(C1C(=O)OC)C)C1=NN(C=C1)CCOC methyl 2-((tert-butoxycarbonyl)amino)-5-(1-(2-methoxyethyl)-1H-pyrazol-3-yl)-4-methylthiophene-3-carboxylate